C1(CC1)N1CC2=C(C(=C1C)NC(=O)N=[S@](=O)(N)C=1SC=C(N1)C(C)(C)O)CCC2 (R)-N'-((2-cyclopropyl-3-methyl-6,7-dihydro-5H-cyclopenta[c]pyridin-4-yl)carbamoyl)-4-(2-hydroxypropan-2-yl)thiazole-2-sulfonimidamide